The molecule is a lignan that is 3-methyloxolane substituted by a 4-hydroxy-3-methoxyphenyl group at position 5 and a (4-hydroxy-3,5-dimethoxyphenyl)methyl group at position 3. It has been isolated from the bark of Machilus robusta. It has a role as a plant metabolite. It is a lignan, a dimethoxybenzene and a member of phenols. C[C@@H]1[C@H](CO[C@H]1C2=CC(=C(C=C2)O)OC)CC3=CC(=C(C(=C3)OC)O)OC